N5-(tert-butyl)-N7-(2-methoxyethyl)-2-(1-(tetrahydro-2H-pyran-2-yl)-1H-pyrazol-5-yl)thieno[3,2-b]pyridine-5,7-diamine C(C)(C)(C)NC1=CC(=C2C(=N1)C=C(S2)C2=CC=NN2C2OCCCC2)NCCOC